1,3-dimethyl-1,2,3,4-tetrahydronaphthalene CC1CC(CC2=CC=CC=C12)C